[Si](C)(C)(C(C)(C)C)OC1=NN(C(=C1C)C(=O)OCC)C(C)C ethyl 3-((tert-butyldimethylsilyl) oxy)-1-isopropyl-4-methyl-1H-pyrazole-5-carboxylate